BrC1=CC=C(C[C@H](N)C(=O)O)C=C1 4-bromophenylalanine